BrC1=CN=C2C(=N1)N(C(=N2)C=2C=NC=C(C2)F)CC 6-bromo-1-ethyl-2-(5-fluoropyridin-3-yl)-1H-imidazo[4,5-b]pyrazine